N[C@@H]1CC[C@H](CC1)CN1CCC(CC1)CNC1=NC=NC=C1OC1=C(C(=O)N(C(C)C)CC)C=C(C=C1)F 2-((4-(((1-((trans-4-aminocyclohexyl)methyl)piperidin-4-yl)methyl)amino)pyrimidine-5-yl)oxy)-N-ethyl-5-fluoro-N-isopropylbenzamide